(S)-2-butyl-6-((2,4-dimethoxybenzyl)amino)-2,3-dihydro-[1,4]oxazepino[6,5-c][1,5]naphthyridin-5(1H)-one C(CCC)[C@H]1COC(C=2C(=NC=3C=CC=NC3C2N1)NCC1=C(C=C(C=C1)OC)OC)=O